NC1=NC2=C(C=3N1N=C(N3)C=3OC=CC3)SC(N2CCN2CCN(CC2)C2=C(C=C(C(=C2)OCCS(=O)C)F)F)=O (+)-5-amino-3-(2-(4-(2,4-difluoro-5-(2-(methylsulfinyl)ethoxy)phenyl)piperazin-1-yl)ethyl)-8-(furan-2-yl)thiazolo[5,4-e][1,2,4]triazolo[1,5-c]pyrimidin-2(3H)-one